OC=1C=C(C=C(C1O)OC)C1=NC2=C(N1)C=CC(=C2)N2CCN(CC2)C(=O)C2=CC=CC=C2 (4-(2-(3,4-dihydroxy-5-methoxyphenyl)-1H-benzo[d]imidazol-5-yl)piperazin-1-yl)(phenyl)methanone